C(COP(=O)(O)O)N o-phosphorylethanolamine